2-(7-((2S,5R)-4-(1-(4-((dimethylamino)methyl)-3,5-difluorophenyl)ethyl)-2,5-diethylpiperazin-1-yl)-4-methyl-5-oxo-4,5-dihydro-2H-pyrazolo[4,3-b]pyridin-2-yl)acetonitrile CN(C)CC1=C(C=C(C=C1F)C(C)N1C[C@@H](N(C[C@H]1CC)C=1C=2C(N(C(C1)=O)C)=CN(N2)CC#N)CC)F